(2Z)-3-{3-[3,5-bis(trifluoromethyl)phenyl]-1H-1,2,4-triazol-1-yl}-N'-(pyrazin-2-yl)propan-2-enehydrazide FC(C=1C=C(C=C(C1)C(F)(F)F)C1=NN(C=N1)\C=C/C(=O)NNC1=NC=CN=C1)(F)F